COC(=O)C1=CC=C(C=C1)NC1=C(N=C2N1C=CC=C2)C2=CC=C(C(=O)OC)C=C2 Methyl 4-(3-((4-(methoxycarbonyl)phenyl)amino)imidazo[1,2-a]pyridin-2-yl)benzoate